[Ba].[Sr] strontium, barium salt